4-[(3-Fluoro-2-pyridyl)sulfanyl]-6-[5-methyl-1-[4-(methylamino)cyclohexyl]pyrazol-4-yl]pyrazolo[1,5-a]pyridine-3-carbonitrile FC=1C(=NC=CC1)SC=1C=2N(C=C(C1)C=1C=NN(C1C)C1CCC(CC1)NC)N=CC2C#N